C1(=CC=CC=C1)P(C1=CC=CC=C1)C1=CC=CC=C1.C1(=CC=CC=C1)P(C1=CC=CC=C1)C1=CC=CC=C1.C1(=CC=CC=C1)P(C1=CC=CC=C1)C1=CC=CC=C1.C1(=CC=CC=C1)P(C1=CC=CC=C1)C1=CC=CC=C1.[Pd] palladium (tetrakis(triphenylphosphine))